ClC=1C=C2CCCN(C2=C(C1)C1=C2C(=NC=C1)C=C(S2)CN2C(CCC2=O)=O)C2CC(C2)O 1-[[7-[6-chloro-1-(3-hydroxycyclobutyl)-3,4-dihydro-2H-quinolin-8-yl]thieno[3,2-b]pyridin-2-yl]methyl]pyrrolidine-2,5-dione